methyl 4-bromo-2-{[2-(trimethylsilyl)ethoxy]methyl}indazole-7-carboxylate BrC=1C2=CN(N=C2C(=CC1)C(=O)OC)COCC[Si](C)(C)C